(E)-1-(2-hydroxy-3-methoxy-5-(4-methoxystyryl)phenyl)prop-2-en-1-one OC1=C(C=C(C=C1OC)\C=C\C1=CC=C(C=C1)OC)C(C=C)=O